1-(4-((S)-6-chloro-8-cyclopropoxy-7-(5-methyl-1H-indazol-4-yl)-2-((((S)-1-methylpyrrolidin-2-yl))methoxy)quinazolin-4-yl)piperazin-1-yl)prop-2-en-1-one ClC=1C=C2C(=NC(=NC2=C(C1C1=C2C=NNC2=CC=C1C)OC1CC1)OC[C@H]1N(CCC1)C)N1CCN(CC1)C(C=C)=O